4-((2-methoxypropyl)(4-(5,6,7,8-tetrahydro-1,8-naphthyridin-2-yl)butyl)amino)-2-(pyrimidin-4-ylamino)butanoic acid COC(CN(CCC(C(=O)O)NC1=NC=NC=C1)CCCCC1=NC=2NCCCC2C=C1)C